(S)-N2-(3,3-difluorocyclopentyl)-6-(6-(trifluoromethyl)pyridin-2-yl)-N4-(2-(trifluoromethyl)pyridin-4-yl)-1,3,5-triazine-2,4-diamine FC1(C[C@H](CC1)NC1=NC(=NC(=N1)NC1=CC(=NC=C1)C(F)(F)F)C1=NC(=CC=C1)C(F)(F)F)F